N-[4-cyano-2-(3,3-difluoropyrrolidin-1-yl)-3-pyridyl]-2-isopropyl-pyrimidine-5-carboxamide C(#N)C1=C(C(=NC=C1)N1CC(CC1)(F)F)NC(=O)C=1C=NC(=NC1)C(C)C